13-[[(1S)-1-[(2S,4R)-4-hydroxy-2-[[4-(4-methylthiazol-5-yl)phenyl]methyl-carbamoyl]pyrrolidine-1-carbonyl]-2,2-dimethyl-propyl]amino]-13-oxo-tridecanoic acid O[C@@H]1C[C@H](N(C1)C(=O)[C@H](C(C)(C)C)NC(CCCCCCCCCCCC(=O)O)=O)C(NCC1=CC=C(C=C1)C1=C(N=CS1)C)=O